2-(4-fluorobenzyl)-4-(4-(5-hydroxypyridin-2-yl)piperidin-1-yl)isoxazolidin-3-one FC1=CC=C(CN2OCC(C2=O)N2CCC(CC2)C2=NC=C(C=C2)O)C=C1